6-(2,2-difluoroethoxy)pyridine FC(COC1=CC=CC=N1)F